Cl.NCC1(CC1)C1=CC=C(C=C1)C1=C(C=C(C=2NC(C3=C(C=CC=C3C12)O)=O)Cl)O 1-(4-(1-(aminomethyl)cyclopropyl)phenyl)-4-chloro-2,7-dihydroxy-6(5H)-phenanthridinone hydrochloride